NC(CC(=O)O)C(C)=O 3-AMINO-4-OXO-PENTANOIC ACID